O=P1(CCCC1)Cl 1-oxochlorophospholane